N(=C=O)C=1C=C(C=CC1)C=1N=C2N(C=CC=C2)C1 2-(3-isocyanatophenyl)imidazo[1,2-a]pyridine